(1R,4R)-N-(tert-butyl)-5-(4-methoxyphenyl)-2,5-diazabicyclo[2.2.1]heptane-2-carboxamide C(C)(C)(C)NC(=O)N1[C@H]2CN([C@@H](C1)C2)C2=CC=C(C=C2)OC